2-(4,4-difluoroazepan-1-yl)-1,8-naphthyridine-3-carboxylic acid FC1(CCN(CCC1)C1=NC2=NC=CC=C2C=C1C(=O)O)F